COC(C(CC)O)(OC)C1=CC=C(C=C1)N1CCOCC1 4-(1,1-dimethoxy-2-hydroxybutyl)-phenylmorpholine